1-(bromomethyl)-3-fluoro-5-methoxybenzene BrCC1=CC(=CC(=C1)OC)F